OC1=CC=C(C=C1)C1=CN=C2N1C=C(N=C2)C=2C=C(C(=O)N(C)C)C=CC2 3-[3-(4-hydroxyphenyl)imidazo[1,2-a]pyrazin-6-yl]-N,N-dimethyl-benzamide